FC=1C=CC(=C(C(=O)N2C3CC([C@@H]([C@@H]2CNC2=NC=C(N=C2)C(F)(F)F)C)C3)C1)N1N=CC=N1 N-{[(3R,4S)-2-[5-Fluoro-2-(2H-1,2,3-triazol-2-yl)benzoyl]-4-methyl-2-azabicyclo[3.1.1]heptan-3-yl]methyl}-5-(trifluoromethyl)pyrazin-2-amin